1H-pyrazole-4-boronic acid N1N=CC(=C1)B(O)O